Methyl 2-([5-(3-ethoxyphenyl)-1-[(2-ethoxyphenyl)methyl]-1H-pyrazol-3-yl]methoxy)-2-methylpropanoate C(C)OC=1C=C(C=CC1)C1=CC(=NN1CC1=C(C=CC=C1)OCC)COC(C(=O)OC)(C)C